N1C=C(C2=CC=CC=C12)C(C=1N=C(SC1)C1=C(C=CC=C1)OC)C1=CNC2=CC=CC=C12 4-(bis(1H-indol-3-yl)methyl)-2-(2-methoxyphenyl)thiazole